C(C)(C)(C)OC methyl t-butyl ether